FC1=CC(=CC2=C1NC([C@H](CO2)NC(=O)C2=NN1C(C=CC=C1C(C)C)=N2)=O)C N-[(3S)-6-fluoro-8-methyl-4-oxo-3,5-dihydro-2H-1,5-benzoxazepin-3-yl]-5-isopropyl-[1,2,4]triazolo[1,5-a]pyridine-2-carboxamide